Benzyl 2-((3aS)-3a-methyl-3-oxo-3,3a,4,5,6,7-hexahydro-1H-cyclohepta[c]furan-1-yl)acetate C[C@]12C(C(OC1=O)CC(=O)OCC1=CC=CC=C1)=CCCCC2